BrC=1C=C2N(N=CC(=C2Cl)/C(=N/C2=C(C=C(C=C2)O[Si](C)(C)C(C)(C)C)Cl)/N)C1 (Z)-6-bromo-N'-[4-[tert-butyl(dimethyl)silyl]oxy-2-chloro-phenyl]-4-chloro-pyrrolo[1,2-b]-pyridazine-3-carboxamidine